CC1=CC=CC=C1C(=O)NCC(=O)O N-(o-toluoyl)glycine